CC1=NC=CC=C1S(=O)(=O)N1CC2(C1)CN(C2)C2CCOCC2 2-((2-methylpyridin-3-yl)sulfonyl)-6-(tetrahydro-2H-pyran-4-yl)-2,6-diazaspiro[3.3]heptane